7-fluoro-8-(7-fluoro-1H-indazol-4-yl)-1,4,4,9-tetramethyl-5H-[1,2,4]triazolo[4,3-a]quinoxaline FC=1C=C2NC(C=3N(C2=C(C1C1=C2C=NNC2=C(C=C1)F)C)C(=NN3)C)(C)C